OC1(CCN(CC1)C(=O)C=1C=C(CNC(OC(C)(C)C)=O)C=CC1)CN1C=NC2=CC(=CC=C2C1=O)NC(CCN1CCN(CC1)C)=O tert-butyl (3-(4-hydroxy-4-((7-(3-(4-methylpiperazin-1-yl)propanamido)-4-oxoquinazolin-3(4H)-yl)methyl)piperidine-1-carbonyl)benzyl)carbamate